2-[1-(pyridazin-3-ylmethyl)-1H-indole-3-carboxamido]benzoic acid N1=NC(=CC=C1)CN1C=C(C2=CC=CC=C12)C(=O)NC1=C(C(=O)O)C=CC=C1